N1C(=NC2=C1C=CC=C2)C=2C(=CC=C1C=C(C(=NC21)O)C(=O)OCC)C2CCC2 ethyl 8-(1H-benzo[d]imidazol-2-yl)-7-cyclobutyl-2-hydroxyquinoline-3-carboxylate